2-hydroxyethane-phosphonic acid OCCP(O)(=O)O